2,6-bis((E)-4-(pyridine-3-yl)benzylidene)cyclohexanone N1=CC(=CC=C1)C1=CC=C(\C=C/2\C(/C(/CCC2)=C/C2=CC=C(C=C2)C=2C=NC=CC2)=O)C=C1